2-methoxy-6-chloro-9-(3-[ethyl-2-chloroethyl]-aminopropylamino)-acridine dihydrochloride Cl.Cl.COC1=CC2=C(C3=CC=C(C=C3N=C2C=C1)Cl)NCCC(CC(Cl)CC)N